OCCC=1N=CC2=C(N1)N=CC=C2 (2-hydroxyethyl)pyrido[2,3-d]pyrimidin